C(C)(C)(C)OC(C1=CC=C(C=C1)NC(C(CCOC)N1C(C=C(C(=C1)OC)C1=C(C=CC(=C1)Cl)C1=CN=CO1)=O)=O)=O 4-[(2-{4-[5-chloro-2-(1,3-oxazol-5-yl)phenyl]-5-methoxy-2-oxopyridin-1(2H)-yl}-4-methoxybutyryl)amino]benzoic acid tert-butyl ester